C1=CC=CC=2C3=CC=CC=C3N(C12)C1=C(C(=C(C(=C1N1C2=CC=CC=C2C=2C=CC=CC12)C#N)N1C2=CC=CC=C2C=2C=CC=CC12)N1C2=CC=CC=C2C=2C=CC=CC12)C#N 2,3,5,6-tetrakis(carbazol-9-yl)-1,4-dicyanobenzene